C(C1=CN=CC=C1)(=O)Cl nicotinoyl chloride